tert-butyl 3-(bromomethyl)-3-hydroxyazetidine-1-carboxylate BrCC1(CN(C1)C(=O)OC(C)(C)C)O